2-[(5,6-dichloro)-phenylacrylamido]-3-(4-iodophenyl)-propionic acid ClC=1C=CC=C(C1Cl)C=CC(=O)NC(C(=O)O)CC1=CC=C(C=C1)I